CC1=CC=C(S1)C(=O)N1C(N(N=C1)C1=CC=CC=C1)=O 4-(5-methylthiophene-2-carbonyl)-2-phenyl-2,4-dihydro-3H-1,2,4-triazol-3-one